5-phenyl-N-[(3S)-6,8-difluoro-4-oxo-3,5-dihydro-2H-1,5-benzoxazepin-3-yl]-6,7-dihydro-5H-pyrrolo[1,2-b][1,2,4]triazole-2-carboxamide C1(=CC=CC=C1)C1CCC=2N1N=C(N2)C(=O)N[C@H]2COC1=C(NC2=O)C(=CC(=C1)F)F